(R)-1-(4-((dimethyl(oxo)-λ6-sulfaneylidene)amino)-6-(3-methylmorpholino)pyrimidin-2-yl)-1H-benzo[d]imidazole-6-carbonitrile CS(=O)(C)=NC1=NC(=NC(=C1)N1[C@@H](COCC1)C)N1C=NC2=C1C=C(C=C2)C#N